1-(3,5-difluorophenyl)-3-(6-fluoropyridin-3-yl)-1H-pyrazole-4-carbaldehyde FC=1C=C(C=C(C1)F)N1N=C(C(=C1)C=O)C=1C=NC(=CC1)F